FC1=C(C(=CC=C1NS(=O)(=O)N1C[C@@H](CC1)F)F)C1=CC2=C(N=C(N=C2)NCCC=2C=NC(=NC2)CC(=O)OC(C)(C)C)N(C1=O)C tert-butyl 2-[5-[2-[[6-[2,6-difluoro-3-[[(3R)-3-fluoropyrrolidin-1-yl]sulfonylamino]phenyl]-8-methyl-7-oxopyrido[2,3-d]pyrimidin-2-yl]amino]ethyl]pyrimidin-2-yl]acetate